FC(CN1N=NC2=C1C=C(C=C2)C=2C=CN1N=C(N=C(C12)OC)N[C@@H]1C(N(CCC1)C)=O)F (S)-3-((5-(1-(2,2-difluoroethyl)-1H-benzo[d][1,2,3]triazol-6-yl)-4-methoxypyrrolo[2,1-f][1,2,4]triazin-2-yl)amino)-1-methylpiperidin-2-one